(4-amino-1,3-dihydrofuro[3,4-c]quinolin-8-yl)-[rac-(3R)-3-(6-methyl-3-pyridyl)morpholin-4-yl]methanone NC1=NC=2C=CC(=CC2C2=C1COC2)C(=O)N2[C@@H](COCC2)C=2C=NC(=CC2)C |r|